CC1=NNC=C1C 3,4-Dimethylpyrazole